3-(tert-butylphenyl)-propionaldehyde C(C)(C)(C)C1=C(C=CC=C1)CCC=O